3-[(1S,2S)-2-(6-chloroimidazo[1,2-b]pyridazin-8-yl)cyclopropyl]quinoline ClC=1C=C(C=2N(N1)C=CN2)[C@@H]2[C@H](C2)C=2C=NC1=CC=CC=C1C2